ethyl (E)-4-{[4-(3-chloro-11-oxo-10,11-dihydro-5H-dibenzo[b,e][1,4]diazepin-5-yl)butyl]amino}but-2-enoate maleate C(\C=C/C(=O)O)(=O)O.ClC=1C=CC2=C(N(C3=C(NC2=O)C=CC=C3)CCCCNC/C=C/C(=O)OCC)C1